BrC(C(C(C(F)(F)F)(F)F)(F)F)(F)Br dibromooctafluorobutane